(6Ar,10aR)-9-methyl-6-methylidene-3-[(E)-pent-3-enyl]-6a,7,8,10a-tetrahydrobenzo[c]chromen-1-ol CC1=C[C@@H]2[C@H](C(OC=3C=C(C=C(C23)O)CC\C=C\C)=C)CC1